5-((1-(tert-butyl)-3-((1S,3R)-3-hydroxycyclopentyl)-1H-pyrazol-5-yl)amino)-2-(4-methoxybenzyl)isoindolin-1-one C(C)(C)(C)N1N=C(C=C1NC=1C=C2CN(C(C2=CC1)=O)CC1=CC=C(C=C1)OC)[C@@H]1C[C@@H](CC1)O